CC=1C(C(CCC1)(C)C)C=CC(CC)=O 1-(2,6,6-trimethyl-cyclohex-2-en-1-yl)pent-1-en-3-one